O=C1NC(CCC1N1C(C2=CC=C(C=C2C1=O)NC(=O)C1CN(C1)C1=NC(=CC=C1)C1=CN=C2N1N=C(C=C2)N2[C@H](CCC2)C2=CC(=CC=C2)F)=O)=O N-(2-(2,6-Dioxopiperidin-3-yl)-1,3-dioxoisoindolin-5-yl)-1-(6-(6-((R)-2-(3-fluorophenyl)pyrrolidin-1-yl)imidazo[1,2-b]pyridazin-3-yl)pyridin-2-yl)azetidine-3-carboxamide